tert-butyl 2-methyl-4-(6-(2-methyl-2H-indazol-5-yl)benzo[d]thiazol-2-yl)-3,6-dihydropyridine-1(2H)-carboxylate CC1N(CC=C(C1)C=1SC2=C(N1)C=CC(=C2)C2=CC1=CN(N=C1C=C2)C)C(=O)OC(C)(C)C